NC1(CCN(CC1)C1=NC(=C2C(=N1)NN=C2Br)C#N)CC(F)F 6-(4-amino-4-(2,2-difluoroethyl)piperidin-1-yl)-3-bromo-1H-pyrazolo[3,4-d]pyrimidine-4-carbonitrile